C(C)(C)(C)OC(=O)N1[C@H]2CN(C[C@@H]1CC2)C2=NC(=NC(=C2[N+](=O)[O-])Cl)SC (1R,5S)-3-(6-chloro-2-(methylthio)-5-nitropyrimidin-4-yl)-3,8-diazabicyclo[3.2.1]octane-8-carboxylic acid tert-butyl ester